N1=C(C=CC=C1)NC1=CC2=C(N=C(S2)N2C([C@H]3[C@H]4C=C[C@@H]([C@H]3C2=O)C4)=O)C=C1 (1R,2S,6R,7S)-4-[6-(2-pyridylamino)-1,3-benzothiazol-2-yl]-4-azatricyclo[5.2.1.02,6]dec-8-ene-3,5-dione